BrC1=C(N)C=CC(=C1)OCC1=CC=C(C=C1)SC(F)(F)F 2-bromo-4-((4-(trifluoromethylthio)benzyl)oxy)aniline